C(C1=CC=CC=C1)(C1=CC=CC=C1)N1CC(C1)=CC(C)N1C(C2=CC=CC=C2C1=O)=O 2-(1-(1-benzhydryl-azetidin-3-ylidene)propan-2-yl)isoindoline-1,3-dione